CC1=CC=C(C=C1)S(=O)(=O)O.C(CCC)N1C(N(C=C1)C)C 1-butyl-2,3-dimethylimidazole p-methylbenzenesulfonate